(±)-tert-Butyl (1S,SR,6R)-2-oxobicyclo[3.1.0]hexane-6-carboxylate O=C1[C@@H]2[C@@H]([C@H]2CC1)C(=O)OC(C)(C)C |r|